N-(2-Aminoethyl)-2-aminoethancarboxylat NCCNCCC(=O)[O-]